(R or S)-1-(1-(6-(4-(2-hydroxypropan-2-yl)-2-azabicyclo[2.1.1]hexan-2-yl)-2-methylpyrimidin-4-yl)-1H-indazol-6-yl)spiro[2.2]pentane-1-carbonitrile OC(C)(C)C12CN(C(C1)C2)C2=CC(=NC(=N2)C)N2N=CC1=CC=C(C=C21)[C@]2(CC21CC1)C#N |o1:26|